C1(=CC=CC=C1)C1=NC(=NC(=N1)C1=CC=CC=C1)C1=CC=C(C=C1)C1=CC=C(C2=CC=CC=C12)C1=C(C=CC(=C1)C#N)C1=CC=CC=C1 (4'-(4-(4,6-diphenyl-1,3,5-triazin-2-yl)phenyl)naphthalen-1-yl)-[1,1'-biphenyl]-4-carbonitrile